3-((4-(5-chloro-2-((3aS,6aS)-hexahydropyrrolo[3,4-b]pyrrol-5(1H)-yl)phenyl)pyrrolo[2,1-f][1,2,4]triazin-6-yl)methyl)-6,6-dimethyl-3-azabicyclo[3.1.0]hexane-2,4-dione ClC=1C=CC(=C(C1)C1=NC=NN2C1=CC(=C2)CN2C(C1C(C1C2=O)(C)C)=O)N2C[C@H]1NCC[C@H]1C2